CC1=NC2=CC=CC=C2C(N1)=O 2-methyl-quinazolin-4(3H)-one